O=C1NC(CCC1N1C(C2=CC=CC(=C2C1=O)NCCCCC[C@@H]1CN(CCO1)C(=O)OC(C)(C)C)=O)=O tert-butyl (2R)-2-[5-[[2-(2,6-dioxo-3-piperidyl)-1,3-dioxo-isoindolin-4-yl] amino]pentyl]morpholine-4-carboxylate